2,3-dimercapto-1-Propanol SC(CO)CS